C(C)(C)(CC)P(C)C tertiary-amyldimethylphosphine